N-((S)-1,1-dicyclopropyl-3-((4-((S)-1-((2,2-difluoro-3-hydroxypropyl)amino)-1-oxopropan-2-yl)-2-fluorophenyl)amino)-3-oxopropan-2-yl)-1-isopropyl-1H-pyrazole-5-carboxamide C1(CC1)C([C@@H](C(=O)NC1=C(C=C(C=C1)[C@@H](C(=O)NCC(CO)(F)F)C)F)NC(=O)C1=CC=NN1C(C)C)C1CC1